BrC=1C(=C2C3(C(N(C(C2=CC1)=O)CC(=O)NC1=NC=C(C=N1)C)=O)CC3)F 2-(6'-Bromo-5'-fluoro-1',3'-dioxospiro[cyclopropan-1,4'-isoquinolin]-2'-yl)-N-(5-methylpyrimidin-2-yl)acetamide